C=CC=CCC Hexadien